(E)-5-Tetradecenal C(CCC\C=C\CCCCCCCC)=O